(S)-1-acetyl-N-(1-(4-((4-cyclopropyl-1,5-naphthyridin-3-yl)amino)phenyl)-2,2,2-trifluoroethyl)-N-methylpiperidine-4-carboxamide hydrochloride Cl.C(C)(=O)N1CCC(CC1)C(=O)N(C)[C@H](C(F)(F)F)C1=CC=C(C=C1)NC=1C=NC2=CC=CN=C2C1C1CC1